6-Chloro-N-(methyl-d3)-4-((5-(methylsulfonyl)-2,3-dihydro-1H-pyrrolo[2,3-b]pyridin-6-yl)amino)pyridazine-3-carboxamide ClC1=CC(=C(N=N1)C(=O)NC([2H])([2H])[2H])NC1=C(C=C2C(=N1)NCC2)S(=O)(=O)C